1-(4-(4-(benzyloxy)phenyl)butan-2-yl)-3-(2-(tert-butyl)phenyl)urea C(C1=CC=CC=C1)OC1=CC=C(C=C1)CCC(C)NC(=O)NC1=C(C=CC=C1)C(C)(C)C